tert-butyl 4-((1-((5-(5-(difluoromethyl)-1,3,4-oxadiazol-2-yl)pyridin-2-yl)methyl)-1H-1,2,3-triazol-4-yl)methyl)piperidin-1-carboxylate FC(C1=NN=C(O1)C=1C=CC(=NC1)CN1N=NC(=C1)CC1CCN(CC1)C(=O)OC(C)(C)C)F